Zinc (citrate) C(CC(O)(C(=O)[O-])CC(=O)[O-])(=O)[O-].[Zn+2].C(CC(O)(C(=O)[O-])CC(=O)[O-])(=O)[O-].[Zn+2].[Zn+2]